Heptane 4-methylbenzenesulfonate CC1=CC=C(C=C1)S(=O)(=O)O.CCCCCCC